NC=1OC2=C(C=NC=C2N2C[C@@H](OCC2)C(=O)N2[C@H](C3=C(C=C(C=C3CC2)Cl)F)C)N1 ((R)-4-(2-aminooxazolo[4,5-c]pyridin-7-yl)morpholin-2-yl)((S)-6-chloro-8-fluoro-1-methyl-3,4-dihydroisoquinolin-2(1H)-yl)methanone